NC1=C(C(=NN1C[C@@H]1N(CC[C@@H](C1)C)C(=O)N1C=NN=C1)C1=CC=C(C=C1)CNC(C1=C(C=CC(=C1)F)OC)=O)C(=O)N 5-amino-3-(4-((5-fluoro-2-methoxybenzamido)methyl)phenyl)-1-(((2R,4S)-4-methyl-1-(4H-1,2,4-triazole-4-carbonyl)piperidin-2-yl)methyl)-1H-pyrazole-4-carboxamide